(S)-5-phenyl-2-((1R,3S)-3-(4-(4,4,5,5-tetramethyl-1,3,2-dioxaborolan-2-yl)-1H-pyrazol-1-yl)cyclobutyl)-2,5,6,7-tetrahydro-3H-pyrrolo[2,1-c][1,2,4]triazol-3-one C1(=CC=CC=C1)[C@@H]1CCC2=NN(C(N21)=O)C2CC(C2)N2N=CC(=C2)B2OC(C(O2)(C)C)(C)C